2-(methyltelluro-methyl)pyridine C[Te]CC1=NC=CC=C1